C(C1=CC=CC=C1)C1CCN(CC1)C1=C(C(N(C2=CC=CC=C12)C)=O)C#N 4-(4-Benzylpiperidin-1-yl)-1-methyl-2-oxo-1,2-dihydroquinoline-3-carbonitrile